N-(4-methyl-3-(pyridin-4-yl)-1H-pyrazol-5-yl)-3-(3,4,5-trifluorophenyl)propenamide CC=1C(=NNC1NC(C=CC1=CC(=C(C(=C1)F)F)F)=O)C1=CC=NC=C1